OC=1C=C(C=CC1O)\C=C/C(=O)C1=CC=C(C=C1)F (Z)-3-(3,4-Dihydroxyphenyl)-1-(4-fluorophenyl)prop-2-en-1-one